3-(3-fluoro-5,8,8-trimethyl-6-oxo-5,6,7,8,9,10-hexahydrobenzo[b][1,8]naphthyridin-5-yl)benzaldehyde FC1=CC=2C(C3=C(NC2N=C1)CC(CC3=O)(C)C)(C)C=3C=C(C=O)C=CC3